8-(6-bromo-3-((2-(trimethylsilyl)ethoxy)methyl)-3H-imidazo[4,5-b]pyridin-7-yl)-2,8-diazaspiro[4.5]decan-1-one BrC=1C(=C2C(=NC1)N(C=N2)COCC[Si](C)(C)C)N2CCC1(CCNC1=O)CC2